(6-((5-bromo-2-((6-isopropyl-8-methoxy-3-methyl-3,4,5,6-tetrahydrobenzo[b]pyrazolo[4,3-d]azepin-9-yl)amino)-pyrimidin-4-yl)amino)-quinoxalin-5-yl)methanesulfonamide BrC=1C(=NC(=NC1)NC1=CC2=C(N(CCC3=C2C=NN3C)C(C)C)C=C1OC)NC=1C(=C3N=CC=NC3=CC1)CS(=O)(=O)N